C1(CC1)COC=1C=CC(=NC1)NC(C(C)N1CC(C(CC1)(F)F)(C1=CNC(C=C1)=O)C)=O N-(5-(cyclopropylmethoxy)pyridin-2-yl)-2-(4,4-difluoro-3-methyl-3-(6-oxo-1,6-dihydropyridin-3-yl)piperidin-1-yl)propionamide